1,1-bis(4-hydroxyphenyl)tetradecane OC1=CC=C(C=C1)C(CCCCCCCCCCCCC)C1=CC=C(C=C1)O